benzyl 7-(4-(4-(benzo[b]thiophen-4-yl)piperazin-1-yl)butoxy)-2-oxoquinoline-1(2H)-carboxylate S1C2=C(C=C1)C(=CC=C2)N2CCN(CC2)CCCCOC2=CC=C1C=CC(N(C1=C2)C(=O)OCC2=CC=CC=C2)=O